6-chloro-4-{3,8-diazabicyclo[3.2.1]octan-3-yl}-8-fluoro-7-(2-methylnaphthalen-1-yl)-2-{[(2S)-1-methylpyrrolidin-2-yl]methoxy}quinazoline ruthenium-titanium-manganese [Mn].[Ti].[Ru].ClC=1C=C2C(=NC(=NC2=C(C1C1=C(C=CC2=CC=CC=C12)C)F)OC[C@H]1N(CCC1)C)N1CC2CCC(C1)N2